ethyl 7-(2-bromo-3-methylbutanamido)-1H-indole-2-carboxylate BrC(C(=O)NC=1C=CC=C2C=C(NC12)C(=O)OCC)C(C)C